6-(2-((1S,5R)-3-(8-cyanoquinolin-5-yl)-5-(trifluoromethyl)-3-azabicyclo[3.1.0]hexane-1-carbonyl)hydrazine-1-carbonyl)-2-azaspiro[3.3]heptane-2-carboxylic acid tert-butyl ester C(C)(C)(C)OC(=O)N1CC2(C1)CC(C2)C(=O)NNC(=O)[C@@]21CN(C[C@]1(C2)C(F)(F)F)C2=C1C=CC=NC1=C(C=C2)C#N